5-[[3-[6-cyano-5-(trifluoromethyl)pyridin-3-yl]-5,5-dimethyl-4-oxo-2-thioxo-imidazolidin-1-yl]methyl]pyridine-2-carboxylic acid ethyl ester C(C)OC(=O)C1=NC=C(C=C1)CN1C(N(C(C1(C)C)=O)C=1C=NC(=C(C1)C(F)(F)F)C#N)=S